amino-3,5-dibromobenzaldehyde NC1=C(C=O)C=C(C=C1Br)Br